rac-6-fluoro-N-[2-[(1S,4Z)-1-hydroxycyclooct-4-en-1-yl]ethyl]-4-methyl-pyridine-3-carboxamide FC1=CC(=C(C=N1)C(=O)NCC[C@]1(CC\C=C/CCC1)O)C |r|